Dinatrium monofluorophosphat P(=O)([O-])([O-])F.[Na+].[Na+]